tert-butyl 3-amino-1-oxa-7-azaspiro[4.4]nonane-7-carboxylate NC1COC2(C1)CN(CC2)C(=O)OC(C)(C)C